FC=1C=C(C=C(C1)N1CCCCC1)[C@@H]1N(OCC1)C1=CC(=NC=N1)NC=1C(=CC(=C(C1)NC(C=C)=O)N1CCN(CC1)C)OC (R)-N-(5-((6-(3-(3-fluoro-5-(piperidin-1-yl)phenyl)isoxazolidin-2-yl)pyrimidin-4-yl)amino)-4-methoxy-2-(4-methylpiperazin-1-yl)phenyl)acrylamide